1-(6-((1S,2R)-2-cyclohexyl-6-hydroxy-1,2,3,4-tetrahydronaphthalen-1-yl)pyridin-3-yl)piperidine-4-carbaldehyde C1(CCCCC1)[C@@H]1[C@@H](C2=CC=C(C=C2CC1)O)C1=CC=C(C=N1)N1CCC(CC1)C=O